(3aR,7aS)-2-Hydroxyhexahydro-1H-isoindol-1,3(2H)-dione ON1C([C@H]2CCCC[C@H]2C1=O)=O